(±)-(E)-2-cyclopentyl-1-[4-(pyridin-3-ylmethylsulfonyl)-phenyl]-cyclopropanecarboxylic acid thiazol-2-ylamide S1C(=NC=C1)NC(=O)C1(C(C1)C1CCCC1)C1=CC=C(C=C1)S(=O)(=O)CC=1C=NC=CC1